6-(4-acrylamidophenyl)-7-(4-(cyclopropylsulfonyl)phenyl)pyrrolo[1,2-a]pyrazine-8-carboxamide C(C=C)(=O)NC1=CC=C(C=C1)C1=C(C(=C2N1C=CN=C2)C(=O)N)C2=CC=C(C=C2)S(=O)(=O)C2CC2